2-chloro-N1-(3-fluoro-4-methoxyphenyl)-5-methylbenzene-1,3-diamine ClC1=C(C=C(C=C1N)C)NC1=CC(=C(C=C1)OC)F